oxamide (oxamate) C(C(=O)N)(=O)O.NC(=O)C(=O)N